1-(4-iodobenzyl)-1H-pyrazole-4-carboxylic acid ethyl ester C(C)OC(=O)C=1C=NN(C1)CC1=CC=C(C=C1)I